ClC1=NC(=C2N=CN(C2=N1)CC(COC(C(C)(C)C)=O)COC(C(C)(C)C)=O)NC 2,2-Dimethyl-propionic acid 3-(2-chloro-6-methylaminopurin-9-yl)-2-(2,2-dimethyl-propionyloxymethyl)-propyl ester